O[C@H]1[C@@H]2C[C@H]([C@H](C1)C2)N2C(C1=CC=CC=C1C2=O)=O |r| racemic-2-((1S,2R,4S,5R)-5-hydroxybicyclo[2.2.1]heptan-2-yl)isoindoline-1,3-dione